2-(1-methyl-1H-pyrazol-5-yl)morpholine CN1N=CC=C1C1CNCCO1